2-amino-1-((2-chlorothiazol-5-yl)methyl)-3-((1-methyl-1H-pyrazol-4-yl)carbamoyl)pyridin-1-ium iodide [I-].NC1=[N+](C=CC=C1C(NC=1C=NN(C1)C)=O)CC1=CN=C(S1)Cl